COC=1C=C(C(=NC1C1=CC=CC=2N(C=NC21)C)C#N)NC2=CC=C1C(=N2)CN(C12CCCC2)C 5-methoxy-6-(1-methyl-1H-benzo[d]imidazol-4-yl)-3-((6'-methyl-6',7'-dihydrospiro[cyclopentane-1,5'-pyrrolo[3,4-b]pyridin]-2'-yl)amino)picolinonitrile